(5-(cyclopropylmethyl)-4,5,6,7-tetrahydro-1H-pyrazolo[4,3-c]pyridin-3-yl)(4-(3,4-difluoro-2-(tri-fluoromethyl)phenyl)piperidin-1-yl)methanone C1(CC1)CN1CC2=C(CC1)NN=C2C(=O)N2CCC(CC2)C2=C(C(=C(C=C2)F)F)C(F)(F)F